3-methyl-1,3-butanediol monolaurate C(CCCCCCCCCCC)(=O)O.CC(CCO)(C)O